4-{N-(biphenyl-4-yl)-N-(9,9-diphenyl-9H-fluoren-2-yl)amino}phenylboronic acid C1(=CC=C(C=C1)N(C1=CC=2C(C3=CC=CC=C3C2C=C1)(C1=CC=CC=C1)C1=CC=CC=C1)C1=CC=C(C=C1)B(O)O)C1=CC=CC=C1